(R)-5-(4-((2-(5-(difluoromethyl)-4-methyl-1H-imidazol-1-yl)pyrimidin-5-yl)methyl)piperazin-2-yl)-4-methylisobenzofuran-1(3H)-one FC(C1=C(N=CN1C1=NC=C(C=N1)CN1C[C@H](NCC1)C=1C(=C2COC(C2=CC1)=O)C)C)F